C(C)(C)(C)OC(N[C@H]1COC[C@H]1N)=O ((3R,4S)-4-aminotetrahydrofuran-3-yl)carbamic acid tert-butyl ester